3,5-divinyl-phenol C(=C)C=1C=C(C=C(C1)C=C)O